ethyl 2-[[4-[[3-(trifluoromethyl)phenyl]methyl]-pyrazolo[1,5-a]pyridine-3-carbonyl]amino]-spiro[3.3]heptane-6-carboxylate FC(C=1C=C(C=CC1)CC=1C=2N(C=CC1)N=CC2C(=O)NC2CC1(C2)CC(C1)C(=O)OCC)(F)F